3-(4-aminophenyl)propyltrimethoxysilane NC1=CC=C(C=C1)CCC[Si](OC)(OC)OC